Ethyl 2-(2-fluorophenyl)-6-[[methyl(oxetan-3-yl)amino]methyl]-6,7-dihydro-5H-pyrazolo[5,1-b][1,3]oxazine-3-carboxylate FC1=C(C=CC=C1)C1=NN2C(OCC(C2)CN(C2COC2)C)=C1C(=O)OCC